(S)-9-(4-chloro-2-fluorophenyl)-2-(methoxymethyl)-3-methyl-7-(2-(1-methyl-1H-pyrazol-4-yl)morpholino)-4H-pyrazino[1,2-a]pyrimidin-4-one ClC1=CC(=C(C=C1)C1=NC(=CN2C1=NC(=C(C2=O)C)COC)N2C[C@@H](OCC2)C=2C=NN(C2)C)F